C(CCCCC(C)C)OC(CC)=O.C(C)(C)(C)C=1C=CC=C(C1O)C(C)(C)C 3,5-di-tert-butyl-4-hydroxybenzene isooctyl-propionate